(rac)-tert-butyl (3R,4S)-3-fluoro-4-((2-(3-((2-methoxy-4-(methylsulfonyl)phenyl)amino)prop-1-yn-1-yl)-1-(2,2,2-trifluoroethyl)-1H-indol-4-yl)amino)piperidine-1-carboxylate F[C@@H]1CN(CC[C@@H]1NC1=C2C=C(N(C2=CC=C1)CC(F)(F)F)C#CCNC1=C(C=C(C=C1)S(=O)(=O)C)OC)C(=O)OC(C)(C)C |r|